ClC=1C(=C(CN2CCC(CC2)(C(=O)O)CC2=NC(=CC(=C2F)C(C)(C)O)NC2=NNC(=C2)C)C(=CC1)F)F 1-(3-chloro-2,6-difluorobenzyl)-4-((3-fluoro-4-(2-hydroxypropan-2-yl)-6-((5-methyl-1H-pyrazol-3-yl)amino)pyridin-2-yl)methyl)-piperidine-4-carboxylic acid